1-(9Z-pentadecenoyl)-2-tridecanoyl-glycero-3-phosphoserine CCCCCCCCCCCCC(=O)O[C@H](COC(=O)CCCCCCC/C=C\CCCCC)COP(=O)(O)OC[C@@H](C(=O)O)N